ethyl L-leucinate hydrochloride Cl.N[C@@H](CC(C)C)C(=O)OCC